3-(5-(4-(2-Hydroxyethyl)piperidin-1-yl)-3-methyl-2-oxo-2,3-dihydro-1H-benzo[d]imidazol-1-yl)piperidine-2,6-dione OCCC1CCN(CC1)C1=CC2=C(N(C(N2C)=O)C2C(NC(CC2)=O)=O)C=C1